S(=O)(=O)(OCCO)[O-] β-hydroxyethyl sulfate